6-(1-methyl-1H-pyrazol-4-yl)-N-(5-methyl-2-morpholinopyridin-4-yl)picolinamide CN1N=CC(=C1)C1=CC=CC(=N1)C(=O)NC1=CC(=NC=C1C)N1CCOCC1